ClC=1C(=CC=C2C=C(C=C(C12)C1=C(C=2N=C(N=C(C2C=N1)N1C[C@@](CCC1)(O)C)OC[C@]12CCCN2C[C@@H](C1)F)F)O)F (R)-1-(7-(8-chloro-7-fluoro-3-hydroxynaphthalen-1-yl)-8-fluoro-2-(((2R,7as)-2-fluorohexahydro-1H-pyrrolizin-7a-yl)methoxy)pyrido[4,3-d]pyrimidin-4-yl)-3-methylpiperidin-3-ol